isopropyl (R)-2-(2-aminoquinolin-6-yl)-2-(((benzyloxy) carbonyl) amino)-4,4-dimethylvalerate NC1=NC2=CC=C(C=C2C=C1)[C@@](C(=O)OC(C)C)(CC(C)(C)C)NC(=O)OCC1=CC=CC=C1